C(C)[P+](CCCCC)(CC)CC triethyl(pentyl)-phosphonium